C(C)(C)C1=C(C=CC=C1)N1C(SCC1)=NN=CC1=CC=C2C(=NN(C2=C1)C)C(=O)NC1=CC=C(C=C1)OC(F)(F)F 6-[[[3-(2-isopropylphenyl)thiazolidine-2-ylidene]hydrazono]methyl]-1-methyl-N-[4-(trifluoromethoxy)phenyl]indazole-3-carboxamide